C1(CC1)C1=C(C(=NO1)C1=C(C=CC=C1Cl)Cl)CO[C@@H]1[C@H]2CN([C@@H](C1)C2)C=2SC1=C(N2)C(=CC(=C1)C(=O)O)F |r| 2-((1RS,4RS,5SR)-5-((5-cyclopropyl-3-(2,6-dichlorophenyl)isoxazol-4-yl)methoxy)-2-azabicyclo[2.2.1]heptan-2-yl)-4-fluorobenzo[d]thiazole-6-carboxylic acid